(4-(benzylcarbamoyl)-1-methylpyridinium) iodide [I-].C(C1=CC=CC=C1)NC(=O)C1=CC=[N+](C=C1)C